C(C)N1N=CC(=C1)NC=1N=C(C2=C(N1)NC=C2C)O[C@H]2CN(CC[C@H]2F)C(=O)OC(C)(C)C tert-butyl (3S,4R)-3-((2-((1-ethyl-1H-pyrazol-4-yl)amino)-5-methyl-7H-pyrrolo[2,3-d]pyrimidine-4-yl)oxy)-4-fluoropiperidine-1-carboxylate